4-(N-tert-butoxycarbonylamino)benzoic acid C(C)(C)(C)OC(=O)NC1=CC=C(C(=O)O)C=C1